ClC1=CC=C(C=C1)C1=CC=C(C=C1)[Si](C1=CC=CC=C1)(C1=CC=CC=C1)C1=CC=CC=C1 4-chloro-4'-triphenylsilyl-biphenyl